chloro-2-(2-methoxyethoxy)benzaldehyde ClC=1C(=C(C=O)C=CC1)OCCOC